NC1=C(CNC2CCN(CC2)C(=O)OC(C)(C)C)C=CC=C1 tert-butyl 4-(2-aminobenzylamino)piperidine-1-carboxylate